[3-chloro-5-(6-hydroxy-2-azaspiro[3.3]heptan-2-yl)phenyl]-[4-(5-methyl-[1,3]oxazolo[4,5-b]pyridin-2-yl)piperazin-1-yl]methanone ClC=1C=C(C=C(C1)N1CC2(C1)CC(C2)O)C(=O)N2CCN(CC2)C=2OC=1C(=NC(=CC1)C)N2